OCCOCCN1C=CC2=CC(=CC=C12)N1C(NC2=C(C1=O)C1=C(S2)CCCCC1)=O 3-(1-(2-(2-hydroxyethoxy)ethyl)-1H-indol-5-yl)-1,5,6,7,8,9-hexahydro-2H-cyclohepta[4,5]thieno[2,3-d]pyrimidine-2,4(3H)-dione